COCCN1C=NC=2C1=NC(=CC2N2CCOCC2)NNC(C2=CC(=CC=C2)C)=N N'-(3-(2-methoxyethyl)-7-morpholino-3H-imidazo[4,5-b]pyridin-5-yl)-3-methylbenzimidohydrazide